FC=1C=C(C=CC1)N1N=CC(=C1)C1=NC=CC=C1 2-[1-(3-fluorophenyl)-1H-pyrazol-4-yl]pyridine